N4-octadecyl-l-beta-D-arabinofuranosylcytosine C(CCCCCCCCCCCCCCCCC)N(C1=NC(NC=C1)=O)[C@H]1[C@@H](O)[C@H](O)[C@H](O1)CO